FC1(CC1)C(=O)N[C@H](C(=O)N1[C@@H](C[C@H](C1)O)C(=O)NCC1=C(OCCCCCCCCCC(=O)O)C=C(C=C1)C1=C(N=CS1)C)C(C)(C)C 10-(2-(((2S,4R)-1-((S)-2-(1-fluorocyclopropane-1-carboxamido)-3,3-dimethylbutanoyl)-4-hydroxypyrrolidine-2-carboxamido)methyl)-5-(4-methylthiazol-5-yl)phenoxy)decanoic acid